C[C@H]1N(CCN(C1)C=1C=CC=2N=CN=C(C2N1)NC1=CC(=C(C=C1)OC1=CC=2N(C=C1)N=CN2)C)C(=O)OC(C)(C)C tert-butyl (2R)-2-methyl-4-{4-[(3-methyl-4-{[1,2,4]triazolo[1,5-a]pyridin-7-yloxy}phenyl)amino] pyrido[3,2-d]pyrimidin-6-yl}piperazine-1-carboxylate